2-(((4-(4-phenylindolin-1-yl)quinazolin-7-yl)methyl)amino)ethan-1-ol C1(=CC=CC=C1)C1=C2CCN(C2=CC=C1)C1=NC=NC2=CC(=CC=C12)CNCCO